7-{3-[(3-Methylbutyl)-1H-pyrazol-4-yl]-6-(trifluoromethyl)pyridin-2-yl}chinolin CC(CCN1N=CC(=C1)C=1C(=NC(=CC1)C(F)(F)F)C1=CC=C2C=CC=NC2=C1)C